4-bromo-3-carboxy-1,2-methylenedioxybenzene BrC1=C(C2=C(C=C1)OCO2)C(=O)O